OC(C)C=1C(=NC(=CC1)N1C=NC2=C1C=CC(=C2)C2=NC(N(C=C2)C)=O)N2N=C(C=C2C)C#N 1-[3-(1-hydroxyethyl)-6-[5-(1-methyl-2-oxo-pyrimidin-4-yl)benzoimidazol-1-yl]-2-pyridinyl]-5-methyl-pyrazole-3-carbonitrile